S1C(=CC2=C1C=CC=C2)C2=CC=C(C=C2)N(C2=CC=C(C=C2)C2=CC1=C(N=C(O1)C1=CC=CC=C1)C=C2)C2=CC=C(C=C2)C2=CC1=CC=CC=C1C=C2 N-(4-benzothiophene-2-yl-phenyl)-N-(4-naphthalene-2-yl-phenyl)-N-{4-(2-phenyl-benzooxazole-6-yl)-phenyl}-amine